O1N=C(C=C1)NC(=O)[C@@H]1CC12CCN(CC2)C(=O)OC(C(F)(F)F)C(F)(F)F 1,1,1,3,3,3-hexafluoropropan-2-yl (R)-1-(isoxazol-3-ylcarbamoyl)-6-azaspiro[2.5]octane-6-carboxylate